(S)-3-(hydroxymethyl)pyrroline-1-carboxylic acid tert-butyl ester C(C)(C)(C)OC(=O)N1C=C(CC1)CO